CN1C(=NC(=C1)C)C1=CC=C(C=C1)CC(=O)O 2-(4-(1,4-dimethyl-1H-imidazol-2-yl)phenyl)acetic acid